ethyl 2-(2-((5-(1-aminoisoquinolin-5-yl)-2-(1-isopentylazetidin-3-yl)-2H-indazol-3-yl)methoxy)phenyl)acetate NC1=NC=CC2=C(C=CC=C12)C1=CC2=C(N(N=C2C=C1)C1CN(C1)CCC(C)C)COC1=C(C=CC=C1)CC(=O)OCC